C(CCC)C(C(=O)O)C.C(CC)(=O)OCCCC n-butyl propionate (n-butyl propionate)